NC1CCC(CC1)NC1=NC=CC(=N1)C=1C=NN(C1C(O)C1CC1)C (4-(2-(((1R,4R)-4-aminocyclohexyl)amino)pyrimidin-4-yl)-1-methyl-1H-pyrazol-5-yl)(cyclopropyl)methanol